CC=1NC=2C(=NC=C(C2)B2OC(C(O2)(C)C)(C)C)N1 2-methyl-6-(4,4,5,5-tetramethyl-1,3,2-dioxaborolan-2-yl)-1H-imidazo[4,5-b]pyridine